N-(3-bromo-5-methanesulfonylphenyl)-1-(3-nitropyridin-2-yl)-1H-pyrazole-4-carboxamide BrC=1C=C(C=C(C1)S(=O)(=O)C)NC(=O)C=1C=NN(C1)C1=NC=CC=C1[N+](=O)[O-]